C1(CC1)NC(C([C@H](C[C@H]1C(NCC1)=O)NC(=O)[C@@H]1[C@H]2C([C@H]2CN1C(CC1CCC(CC1)C)=O)(C)C)=O)=O (1R,2S,5S)-N-((S)-4-(Cyclopropylamino)-3,4-dioxo-1-((S)-2-oxopyrrolidin-3-yl)butan-2-yl)-6,6-dimethyl-3-(2-(4-methylcyclohexyl)acetyl)-3-azabicyclo[3.1.0]hexane-2-carboxamide